[H-] The molecule is the general name for the hydrogen anion H(-), to be used without regard to the hydrogen nuclear mass (either for hydrogen in its natural abundance or where it is not desired to distinguish between the isotopes).